C(#N)C=1C(=CC2=C(OCCO2)C1)NC(C)=O N-(7-cyano-2,3-dihydrobenzo[b][1,4]dioxin-6-yl)acetamide